FC1=C(C(=O)NC2=CC(=NO2)C2=CC=C(C=C2)I)C=CC(=C1)O 2-fluoro-4-hydroxy-N-(3-(4-iodophenyl)isoxazol-5-yl)benzamide